Ethyl 3-(2-fluoro-3-(1-(3-(2-fluoro-5-((6-fluoro-4-(methylthio)-1H-indol-5-yl)oxy)phenyl)-1H-pyrazol-1-yl)ethyl)phenyl)propanoate FC1=C(C=CC=C1C(C)N1N=C(C=C1)C1=C(C=CC(=C1)OC=1C(=C2C=CNC2=CC1F)SC)F)CCC(=O)OCC